C(C(=O)CC(=O)O)C(=O)/C=C\\C(=O)O The molecule is a beta-diketone and an oxo dicarboxylic acid. It derives from an oct-2-enedioic acid. It is a conjugate acid of a 4-maleylacetoacetate. It is a tautomer of a (2Z,4E)-4-hydroxy-6-oxoocta-2,4-dienedioic acid.